(S)-l-1-chloro-8-((3S,5R)-3,5-dimethylpiperazin-1-yl)-3-(4-fluoropyridin-3-yl)-10-(trifluoromethyl)-3,4-dihydro-2H,6H-[1,4]thiazepino[2,3,4-ij]quinazolin-6-one ClS1C[C@H](CN2C(N=C(C3=CC(=CC1=C23)C(F)(F)F)N2C[C@@H](N[C@@H](C2)C)C)=O)C=2C=NC=CC2F